BrC=1C=C(CCNC(C)=O)C=CC1OCOC N-(3-bromo-4-(methoxymethoxy)phenethyl)acetamide